[(S)-1-(Tetrahydro-pyran-4-carbonyl)-pyrrolidin-3-yl]-carbamic Acid tert-butyl Ester C(C)(C)(C)OC(N[C@@H]1CN(CC1)C(=O)C1CCOCC1)=O